C[C@H](CCC(=O)SCCNC(=O)CCNC(=O)[C@@H](C(C)(C)COP(=O)(O)OP(=O)(O)OC[C@@H]1[C@H]([C@H]([C@@H](O1)N2C=NC3=C(N=CN=C32)N)O)OP(=O)(O)O)O)[C@H]4CC[C@@H]5[C@@]4([C@H](C[C@H]6[C@H]5CC[C@H]7[C@@]6(CC[C@H](C7)O)C)O)C The molecule is a steroidal acyl-CoA that results from the formal condensation of the thiol group of coenzyme A with the carboxy group of deoxycholic acid. It derives from a coenzyme A and a deoxycholic acid. It is a conjugate acid of a deoxycholoyl-CoA(4-).